CN1C(N(CC=2C1=NC(=NC2)SC)C2C1CN(C(C2)C1)C(=O)OC(C)(C)C)=O tert-butyl 5-(1-methyl-7-methylsulfanyl-2-oxo-4H-pyrimido[4,5-d]pyrimidin-3-yl)-2-azabicyclo[2.2.1]heptane-2-carboxylate